NC=1C=C2CN(C(N(C2=CC1)C(C)C1=CC=CC=C1)=O)C 6-amino-3-methyl-1-(1-phenylethyl)-4H-quinazolin-2-one